FC(COC1CN(C1)CCCC)F (R)-4-(3-(2,2-difluoroethoxy)azetidine-1-yl)butane